[Cl-].C(CCC)N1CN(C=C1)CCCC 1,3-dibutylimidazole chloride